ClC1=NC=C(C(=C1)C1=C(C=NC(=C1)C)C(=O)NC=1SC=2C(=NC=C(N2)N2CCC(CC2)O)N1)OC 2'-chloro-N-(6-(4-hydroxypiperidin-1-yl)thiazolo[4,5-b]pyrazin-2-yl)-5'-methoxy-6-methyl-[4,4'-bipyridine]-3-carboxamide